2-chloro-6-[3-(1-trifluoromethyl-cyclobutylmethoxy)-pyrazol-1-yl]-nicotinic acid ClC1=C(C(=O)O)C=CC(=N1)N1N=C(C=C1)OCC1(CCC1)C(F)(F)F